(3R)-1-(2,6-Dichloropyrimidin-4-yl)-3-methylpiperidin-3-ol ClC1=NC(=CC(=N1)N1C[C@@](CCC1)(O)C)Cl